FC1=C(C=CC(=C1)N)C1=CC(=C(N)C=C1)F 2,3'-difluorobenzidine